O=C1[C@@H](CCC2=C(N1)C=C(C=C2)CN2CCN(CC2)C2=CC=NC=C2)NC(=O)C2=NC=CC(=C2)OC2=CC=CC=C2 |r| (+-)-N-(2-oxo-8-((4-(pyridin-4-yl)piperazin-1-yl)methyl)-2,3,4,5-tetrahydro-1H-benzo[b]azepin-3-yl)-4-phenoxypyridine-2-carboxamide